2-(6-(azetidin-3-yl)pyridazin-3-yl)-5-(2-methyl-2H-pyrazolo[3,4-c]pyridin-5-yl)phenylphenol hydrochloride Cl.N1CC(C1)C1=CC=C(N=N1)C1=C(C=C(C=C1)C1=CC=2C(C=N1)=NN(C2)C)C2=C(C=CC=C2)O